1-propylammonium chloride [Cl-].C(CC)[NH3+]